N-[(5,5-dimethyl-2-oxo-pyrrolidin-3-yl)methylamino]carbamic acid benzyl ester C(C1=CC=CC=C1)OC(NNCC1C(NC(C1)(C)C)=O)=O